C(O)C(CO)(C)CO 2,2-dimethylol-propanol